C(C)(C)(C)OC(=O)N1CCC12CCN(CC2)C2=C1N=CC=NC1=C(C=C2)C(NC=2C=C(C=1N(C2)C=C(N1)C)F)=O 7-[8-({8-fluoro-2-methylimidazo[1,2-a]pyridin-6-yl}carbamoyl)quinoxalin-5-yl]-1,7-diazaspiro[3.5]nonane-1-carboxylic acid tert-butyl ester